C(C)OC(=O)C1=C(N=C(S1)OC1=CC=C(C=C1)F)C 2-(4-fluorophenoxy)-4-methylthiazole-5-carboxylic acid ethyl ester